FC(C(=O)N1[C@@H](CN(CC1)C=1C=CC=2N=CN=C(C2N1)NC1=CC(=C(C=C1)OC1=CC2=C(N(N=N2)C)C=C1)C)CC#N)=C (R)-2-(1-(2-fluoroacryloyl)-4-(4-((3-methyl-4-((1-methyl-1H-benzo[d][1,2,3]triazol-5-yl)oxy)phenyl)amino)pyrido[3,2-d]pyrimidin-6-yl)piperazin-2-yl)acetonitrile